(R)-3-(3-chloro-4-fluorophenyl)-1-cyclopropyl-1-(1-(1-oxo-1,2-dihydroisoquinolin-4-yl)ethyl)urea ClC=1C=C(C=CC1F)NC(N([C@H](C)C1=CNC(C2=CC=CC=C12)=O)C1CC1)=O